5-butyl-2,6-dimethyl-3-(3-nitrophenyl)furo[3,2-c]pyridin-4(5H)-one C(CCC)N1C(C2=C(C=C1C)OC(=C2C2=CC(=CC=C2)[N+](=O)[O-])C)=O